ClC1=C(C=C(C=2C3=C(NC12)CCNC([C@@H]3CC)=O)OCC#N)Cl (R)-2-((7,8-Dichloro-1-ethyl-2-oxo-1,2,3,4,5,6-hexahydroazepino[4,5-b]indol-10-yl)oxy)acetonitrile